tert-butyl (5-bromo-4-fluoro-2-(hydroxymethyl)phenyl)carbamate BrC=1C(=CC(=C(C1)NC(OC(C)(C)C)=O)CO)F